(5R)-9,9-dimethyl-2-[2-methyl-6-(trifluoromethyl)pyridine-3-carbonyl]-8-oxo-2-azaspiro[4.5]dec-6-ene-7-carbonitrile CC1(C(C(=C[C@]2(CCN(C2)C(=O)C=2C(=NC(=CC2)C(F)(F)F)C)C1)C#N)=O)C